COC1=CC=C(CN2C(C(=C3N2C=CC=C3)C(=O)NC=3C(C(C(=C(C3F)F)C3=CC=CC=C3)F)(OCCC)F)=O)C=C1 1-(4-Methoxybenzyl)-2-oxo-N-(2,3,5,6-tetrafluoro-3-propoxy-[1,1'-biphenyl]-4-yl)-1,2-dihydropyrazolo[1,5-a]pyridine-3-carboxamide